C(C)(C)(C)N(C(O)=O)C(C(N1CCC2(CC2)CC1)=O)CC.Cl.NC(C(=O)N1CCC2(CC2)CC1)CC 2-amino-1-(6-azaspiro[2.5]octan-6-yl)butan-1-one hydrochloride tert-butyl-(1-oxo-1-(6-azaspiro[2.5]octan-6-yl)butan-2-yl)carbamate